naphthalen-2-ol ditrifluoroacetate FC(C(=O)O)(F)F.FC(C(=O)O)(F)F.C1=C(C=CC2=CC=CC=C12)O